C(C1=CC=CC=C1)OC1=CC=2N(C=C1C(=O)NC1=NN(C=C1)C)C=C(N2)C21COC(C2)(C1)C 7-(benzyloxy)-N-(1-methyl-1H-pyrazol-3-yl)-2-(1-methyl-2-oxabicyclo[2.1.1]hexan-4-yl)imidazo[1,2-a]pyridine-6-carboxamide